S-trityl-D-cysteine C(C1=CC=CC=C1)(C1=CC=CC=C1)(C1=CC=CC=C1)SC[C@@H](N)C(=O)O